N-(2-(4,4-difluoropiperidin-1-yl)-6-methylpyrimidin-4-yl)-2-(4-hydroxy-6-azaspiro[2.5]oct-6-yl)-4-iodobenzamide FC1(CCN(CC1)C1=NC(=CC(=N1)NC(C1=C(C=C(C=C1)I)N1CC(C2(CC2)CC1)O)=O)C)F